(9S,13S,14S)-3-hydroxy-17-benzylmorphinan hydrobromide Br.OC=1C=CC=2C[C@H]3[C@H]4CCCC[C@]4(C2C1)CCN3CC3=CC=CC=C3